8-fluoro-[1,2,4]triazolo[1,5-a]pyridin-2-amine FC=1C=2N(C=CC1)N=C(N2)N